Cl.N(=[N+]=[N-])C1=CC=C(C=C1)CC[NH3+] 2-(4-azidophenyl)-ethylammonium hydrochloride